C(C1=CC=CC=C1)OC=1C=C2C=C(N(C2=CC1)C1=CC=C(C=C1)F)C1CCOCC1 5-(benzyloxy)-1-(4-fluorophenyl)-2-(tetrahydro-2H-pyran-4-yl)-1H-indole